The molecule is an sn-monothiophosphatidylcholine in which the acyl substituents at O-1 and S-2 are hexadecyl and hetanoyl respectively; an analogue of diheptanoyl thio-PC that contains an ether-linked saturated C16 moiety at the sn-1 position rather than a heptanoyl thiol ester. CCCCCCCCCCCCCCCCOC[C@H](COP(=O)(O)OCC[N+](C)(C)C)SC(=O)CCCCCC